BIS(3-triethoxysilylpropyl)amine C(C)O[Si](CCCNCCC[Si](OCC)(OCC)OCC)(OCC)OCC